5-(4-chloro-2-fluorophenyl)-2,3-dimethyl-7-(2-(2,2,2-trifluoroethyl)-4-morpholinyl)pyrido[4,3-d]pyrimidin-4(3H)-one ClC1=CC(=C(C=C1)C1=NC(=CC=2N=C(N(C(C21)=O)C)C)N2CC(OCC2)CC(F)(F)F)F